(2,6-dichloropyridin-4-yl)methyl (S)-2-amino-3-(3-((3-aminopropyl)carbamoyl)phenyl)propanoate dihydrochloride Cl.Cl.N[C@H](C(=O)OCC1=CC(=NC(=C1)Cl)Cl)CC1=CC(=CC=C1)C(NCCCN)=O